C(C)OC(=O)N1CC2(C1)CC(C2)N2CCC(CC2)N2[C@H](CC(C2)(F)F)CO 6-{4-[(2R)-4,4-difluoro-2-(hydroxymethyl)pyrrolidin-1-yl]piperidin-1-yl}-2-azaspiro[3.3]heptane-2-carboxylic acid ethyl ester